ClC=1C=C2C3=C(NC2=CC1)C(NCC3)CC(C)C 6-chloro-1-isobutyl-2,3,4,9-tetrahydro-1H-pyrido[3,4-b]indole